S(CCS)CCS 2,2'-Thiobis(ethan-1-thiol)